4-amino-3-[6-(2-fluoro-5-methylphenyl)pyridine-3-ylazo]naphthalene-1-sulfonic acid NC1=C(C=C(C2=CC=CC=C12)S(=O)(=O)O)N=NC=1C=NC(=CC1)C1=C(C=CC(=C1)C)F